tert-butyl 4-((4-(2-allyl-6-(methylsulfonyl)-3-oxo-2,3-dihydro-1H-pyrazolo[3,4-d]pyrimidin-1-yl)pyrimidin-2-yl)oxy)piperidine-1-carboxylate C(C=C)N1N(C2=NC(=NC=C2C1=O)S(=O)(=O)C)C1=NC(=NC=C1)OC1CCN(CC1)C(=O)OC(C)(C)C